C(C)(C)(C)OC(N[C@H]1[C@H](CCCC1)NC(C1=CC=C(C=C1)C1=NC(=CN=C1)C=1C=NC=C(C1)F)=O)=O tert-butyl-((1R,2S)-2-(4-(6-(5-fluoropyridin-3-yl)pyrazin-2-yl)benzamido)cyclohexyl)carbamate